(2S,4R)-4-(azidomethyl)-4-fluoro-1-((4-phenoxybutanoyl)glycyl)pyrrolidine-2-carboxylic acid N(=[N+]=[N-])C[C@]1(C[C@H](N(C1)C(CNC(CCCOC1=CC=CC=C1)=O)=O)C(=O)O)F